C(C)(C)(C)OC(=O)N1CC2=CC=C(C=C2C1)C=O t-butyl-5-formylisoindoline-2-carboxylate